5-(4-cyanophenoxy)phthalide C(#N)C1=CC=C(OC=2C=C3COC(=O)C3=CC2)C=C1